Anilino-acetic acid N(C1=CC=CC=C1)CC(=O)O